C(C)(C)(C)S(=O)(=O)N1C[C@H](CC1(C)C)N1C2=C(OCC1)C=C(C=C2C2=C1C(=NC=C2)C=C(S1)CO)C#N (S)-4-(1-(tert-butylsulfonyl)-5,5-dimethylpyrrolidin-3-yl)-5-(2-(hydroxymethyl)thieno[3,2-b]pyridin-7-yl)-3,4-dihydro-2H-benzo[b][1,4]oxazine-7-carbonitrile